C(#N)C=1C=NN2C1C(=CC(=C2)C=2C=NN(C2)C)B(O)O (3-cyano-6-(1-methyl-1H-pyrazol-4-yl)pyrazolo[1,5-a]pyridin-4-yl)boronic acid